C1=CC=C2C(=C1)NC(=N2)C3=CSC=N3 2-(4'-thiazolyl)benzimidazole